FC1=CC=C(C=C1)C(C(C)F)O (4-fluorophenyl)-2-fluoropropan-1-ol